CN(C(O)=O)[C@H]1C[C@@H](CC1)N1C(N(C=2C=NC(=CC21)NC2=NC(=CC=C2)C(NC2CCCCC2)=O)C)=O.C(=C)C(=O)O vinyl-carboxylate methyl-((1R,3R)-3-(6-((6-(cyclohexylcarbamoyl)pyridin-2-yl)amino)-3-methyl-2-oxo-2,3-dihydro-1H-imidazo[4,5-c]pyridin-1-yl)cyclopentyl)carbamate